(2-(3-(carboxymethyl)-2,5-dihydroxybenzoylamino)phenyl)acetic acid C(=O)(O)CC=1C(=C(C(=O)NC2=C(C=CC=C2)CC(=O)O)C=C(C1)O)O